trimethoxymelamine CONC1=NC(=NC(=N1)NOC)NOC